FC=1C(=NC(=NC1)NC1=CC=C(C=N1)CN1CCN(CC1)CC1=CC=C(C=C1)NC1C(NC(CC1)=O)=O)C=1C=C(C2=C(N(C(=N2)C)C(C)C)C1)F 3-((4-((4-((6-((5-fluoro-4-(4-fluoro-1-isopropyl-2-methyl-1H-benzo[d]imidazol-6-yl)pyrimidin-2-yl)amino)pyridin-3-yl)methyl)piperazin-1-yl)methyl)phenyl)amino)piperidine-2,6-dione